(E)-N-(2-(6-methoxy-2-oxo-2,3-dihydro-1,3-benzooxazol-3-yl)ethyl)-3-(4-hydroxy-3-methoxyphenyl)acrylamide COC1=CC2=C(N(C(O2)=O)CCNC(\C=C\C2=CC(=C(C=C2)O)OC)=O)C=C1